N-(1-methyl-4-oxo-2-(trifluoromethyl)-1,4-dihydroquinolin-7-yl)sulfamide CN1C(=CC(C2=CC=C(C=C12)NS(=O)(=O)N)=O)C(F)(F)F